Ethyl 2-bromo-2-(3-methyl-2-((1r,4r)-4-(1-methylcyclopropoxy)-cyclohexyl)phenyl)acetate BrC(C(=O)OCC)C1=C(C(=CC=C1)C)C1CCC(CC1)OC1(CC1)C